N-heptadecyl-N-octadecylhydroxylamine C(CCCCCCCCCCCCCCCC)N(O)CCCCCCCCCCCCCCCCCC